N1(N=CC=C1)C1=CC=C(C=C1)C1=CC=C(C=C1)OC=1N=NNC1C(=O)O 4-((4'-(1H-pyrazol-1-yl)-[1,1'-biphenyl]-4-yl)oxy)-1H-1,2,3-triazole-5-carboxylic acid